ClC1=CC2=C(C=N1)C(=CN2COCC[Si](C)(C)C)N2CCOCC2 4-(6-chloro-1-((2-(trimethylsilyl)ethoxy)methyl)-1H-pyrrolo[3,2-c]pyridin-3-yl)morpholine